C1(=CC=CC=C1)C1=CSC=2N=C(N=C(C21)NCC=2SC=CC2)C2=NC=CC=C2 (5-Phenyl-2-pyridin-2-yl-thieno[2,3-d]pyrimidin-4-yl)-thiophen-2-ylmethyl-amine